CC1=C(C=C(C=C1)C)Br 2,5-dimethylbromobenzene